OC=1C(=C(C(=O)OC)C=C(C1O)C)C methyl 3,4-dihydroxy-2,5-dimethylbenzoate